Cl.N1C[C@@H](CCC1)NC(C)=O N-[(3R)-Piperidin-3-yl]Acetamide HCl Salt